C(C)(C)(C)NC(=O)NC=1C=C2CCC(N(C2=CC1)C(CC)C1=CC=CC=C1)=O 1-(tert-butyl)-3-(2-oxo-1-(1-phenylpropyl)-1,2,3,4-tetrahydroquinolin-6-yl)urea